OC1=C(C=CC(C1)(N)O)C1=CC=CC=C1 2,4-dihydroxy-4-aminobiphenyl